C(C)C=1C(=CC=C2C=C(C=C(C12)C1=C(C=2N=C(N=C(C2C=N1)NS(=O)(=O)C1CCNCCC1)OC[C@]12CCCN2C[C@@H](C1)F)F)O)F N-(7-(8-ethyl-7-fluoro-3-hydroxynaphthalen-1-yl)-8-fluoro-2-(((2R,7aS)-2-fluorotetrahydro-1H-pyrrolizin-7a(5H)-yl)methoxy)pyrido[4,3-d]pyrimidin-4-yl)azepane-4-sulfonamide